methyl 5-(3-hydroxy-3-methylbutyl)-2-methoxybenzoate OC(CCC=1C=CC(=C(C(=O)OC)C1)OC)(C)C